FC(F)(F)C=1[N-]C(=C(N1)C#N)C#N.[Li+] lithium trifluoromethyl-4,5-dicyano-imidazolate